4-((9-((R)-3-(4-amino-3-(4-phenoxyphenyl)-1H-pyrazolo[3,4-d]pyrimidin-1-yl)piperidine-1-yl)nonyl)thio)-2-(2,6-dioxopiperidin-3-yl)isoindoline-1,3-dione NC1=C2C(=NC=N1)N(N=C2C2=CC=C(C=C2)OC2=CC=CC=C2)[C@H]2CN(CCC2)CCCCCCCCCSC2=C1C(N(C(C1=CC=C2)=O)C2C(NC(CC2)=O)=O)=O